C(C)(C)(C)C1=CC(=C(C=C1)C=1C=C2CCN(C(C2=CC1)=O)C=1C=CC(=C(C1)NS(=O)(=O)C)OCOCCOC)C1=NC=CC=N1 N-(5-(6-(4-(tert-butyl)-2-(pyrimidin-2-yl)phenyl)-1-oxo-3,4-dihydroisoquinolin-2(1H)-yl)-2-((2-methoxyethoxy)methoxy)phenyl)methanesulfonamide